O1N=CN=C1C=O 1,2,4-OXADIAZOLE-5-CARBOXALDEHYDE